N-[(1R)-2-[4-[5-chloro-6-oxo-2-(4-pyridinyl)-1H-pyrimidin-4-yl]-1-piperidinyl]-1-methyl-2-oxo-ethyl]carbamic acid tert-butyl ester C(C)(C)(C)OC(N[C@@H](C(=O)N1CCC(CC1)C=1N=C(NC(C1Cl)=O)C1=CC=NC=C1)C)=O